ClC=1C(=NC(=NC1)NC1=C(C=C(C(=O)N2CCC3(CCN(CC3)C(=O)OC(C)(C)C)CC2)C=C1)OC)NC tert-butyl 9-(4-((5-chloro-4-(methylamino) pyrimidin-2-yl) amino)-3-methoxybenzoyl)-3,9-diazaspiro[5.5]undecane-3-carboxylate